2-ethyl-4-methylpentane-1-ol C(C)C(CO)CC(C)C